7-[3-(trifluoromethyl)phenyl]-3,7-dihydro-4H-pyrrolo[2,3-d]pyrimidin-4-one FC(C=1C=C(C=CC1)N1C=CC2=C1N=CNC2=O)(F)F